ClC(C(=O)N(C1(CC1)C1=C(C=CC=C1)Cl)C1=NC=C(C=N1)C1=NOC(=N1)C(F)(F)Cl)(F)F 2-chloro-N-[5-[5-[chloro(difluoro)methyl]-1,2,4-oxadiazol-3-yl]pyrimidin-2-yl]-N-[1-(2-chlorophenyl)cyclopropyl]-2,2-difluoroacetamide